CC(=CCSC1=CC=CC=C1)[NH2]=O methyl-3-(phenylthio)prop-1-en-1-amine oxide